C(C)(C)(C)OC(=O)N1C[C@H](CCC1)CS(=O)(=O)C (3S)-3-(methylsulfonylmethyl)piperidine-1-carboxylic acid tert-butyl ester